6-bromo-2-methyl-8-(trifluoromethyl)imidazo[1,2-a]pyridine BrC=1C=C(C=2N(C1)C=C(N2)C)C(F)(F)F